NC1=NC=C(C2=C1C(=C(S2)C2=C(C=C(C=C2)NC(C(=C)C)=O)C)C2=CC(=C(C=C2)OC2=NC=CC(=N2)C)F)C=2N=CN(C2)C N-(4-(4-amino-3-(3-fluoro-4-((4-methylpyrimidin-2-yl)oxy)phenyl)-7-(1-methyl-1H-imidazol-4-yl)thieno[3,2-c]pyridin-2-yl)-3-methylphenyl)methacrylamide